Cl.C1(CC1)[C@H](CO)NC1=NC(=C2N=CN(C2=N1)C)N[C@@H]1CNC[C@H]1F |&1:19,23| (R)-2-cyclopropyl-2-((6-(((3RS,4RS)-4-fluoropyrrolidin-3-yl)amino)-9-methyl-9H-purin-2-yl)amino)ethan-1-ol hydrochloride